COC1=CC=C(CN2[C@H]3[C@@H](C[C@@H]2CC3)NC(OC(C)(C)C)=O)C=C1 tert-butyl ((1R,2R,4S)-7-(4-methoxybenzyl)-7-azabicyclo[2.2.1]heptan-2-yl)carbamate